dimethylaminoethylaminocholesterol CN(C)CCNCC(C)CCC[C@@H](C)[C@H]1CC[C@H]2[C@@H]3CC=C4C[C@@H](O)CC[C@]4(C)[C@H]3CC[C@]12C